5-chloro-4-(((1S,2S)-2-(dimethylamino)cyclohexyl)amino)-2-fluoro-N-(5-(2-(1-(trifluoromethyl)cyclopropyl)ethoxy)pyridin-2-yl)benzenesulfonamide ClC=1C(=CC(=C(C1)S(=O)(=O)NC1=NC=C(C=C1)OCCC1(CC1)C(F)(F)F)F)N[C@@H]1[C@H](CCCC1)N(C)C